O(C#N)C1=CC=C(C=C1)C1(OC(C2=CC=CC=C12)=O)C1=CC=C(C=C1)OC#N 3,3-bis(4-cyanatophenyl)isobenzofuran-1(3H)-on